FC=1C=C(CN2C(C3=C(C=4C=CC=NC24)CCN(C3)C(=O)OC(C)(C)C)=O)C=CC1 tert-butyl 6-(3-fluorobenzyl)-5-oxo-1,4,5,6-tetrahydropyrido[3,4-c][1,8]naphthyridine-3(2H)-carboxylate